ethyl 2-azido-3-[5-(4-methoxyphenyl)-furan-2-yl]acrylate N(=[N+]=[N-])C(C(=O)OCC)=CC=1OC(=CC1)C1=CC=C(C=C1)OC